C(=O)C=1C(=NC=2CN(CCC2C1)C(=O)OC(C)(C)C)O tert-butyl 3-formyl-2-hydroxy-6,8-dihydro-5H-1,7-naphthyridine-7-carboxylate